5-(benzyloxy)-6-methoxy-3-methylbenzo[b]thiophene-2-carboxylic acid C(C1=CC=CC=C1)OC1=CC2=C(SC(=C2C)C(=O)O)C=C1OC